5-(4-(2,2-dimethylcyclopentyl)phenyl)-N,N-dimethyl-7-oxo-4,7-dihydropyrazolo[1,5-a]pyrimidine-3-carboxamide CC1(C(CCC1)C1=CC=C(C=C1)C=1NC=2N(C(C1)=O)N=CC2C(=O)N(C)C)C